C(=C)C=1C(=C(C(N(C1C)C1=CC=C(C=C1)F)=O)C(=O)NC1=CC(=C(C=C1)OC1=CC=NC2=CC(=CN=C12)OC)F)C 5-ethenyl-N-[3-fluoro-4-[(7-methoxy-1,5-naphthyridin-4-yl)oxy]phenyl]-1-(4-fluorophenyl)-4,6-dimethyl-2-oxopyridine-3-carboxamide